C(C(=C)C)(=O)OCCC1=CC(=C(C=C1)O[Si](C)(C)C)N1N=C2C(=N1)C=CC=C2 3-(2H-benzo[d][1,2,3]triazol-2-yl)-4-((trimethylsilyl)oxy)phenethyl methacrylate